C1(CC1)S(=O)(=O)C1=C(C(=C(C=C1CCCCC)O)C1C(CCC(=C1)C)C(=C)C)O 3-(cyclopropylsulfonyl)-5'-methyl-4-pentyl-2'-(prop-1-en-2-yl)-1',2',3',4'-tetrahydro-[1,1-biphenyl]-2,6-diol